6-(2,7-dimethyl-2H-indazol-5-yl)-2-(1,2,3,6-tetrahydropyridin-4-yl)-1,3-benzothiazole hydrochloride Cl.CN1N=C2C(=CC(=CC2=C1)C1=CC2=C(N=C(S2)C=2CCNCC2)C=C1)C